C(C1=CC=CC=C1)OC(=O)N1CCC2=C(C=CC=C12)N1CCC(CC1)CC(=O)OCC 4-[4-(2-ethoxy-2-oxo-ethyl)-1-piperidinyl]indoline-1-carboxylic acid benzyl ester